3-(2-((3R,5S)-3,5-dimethylpiperidin-1-yl)pyridin-4-yl)-1H-indazol-5-amine C[C@H]1CN(C[C@H](C1)C)C1=NC=CC(=C1)C1=NNC2=CC=C(C=C12)N